3-(trifluoromethyl)acetophenone CC(=O)C1=CC(=CC=C1)C(F)(F)F